OrthoBoric Acid B(O)(O)O